ClC(=C[C@@H]1C([C@H]1C(=O)O)(C)C)Cl trans-3-(2,2-Dichloroethenyl)-2,2-dimethyl-1-cyclopropanoic Acid